1-(4-(2-(4-fluorophenethyl)-5,6,7,8-tetrahydrobenzo[4,5]thieno[2,3-d]pyrimidin-4-yl)piperazin-1-yl)prop-2-en-1-one FC1=CC=C(CCC=2N=C(C3=C(N2)SC2=C3CCCC2)N2CCN(CC2)C(C=C)=O)C=C1